tert-pentyl-amine C(C)(C)(CC)N